5-(3-iodo-4-methoxyphenyl)-N-(2-(isoquinolin-5-yl)ethyl)oxazole-4-carboxamide IC=1C=C(C=CC1OC)C1=C(N=CO1)C(=O)NCCC1=C2C=CN=CC2=CC=C1